2-(2-methyl-3-(naphthalen-2-yl)acrylamido)thiophene-3-carboxylic acid CC(C(=O)NC=1SC=CC1C(=O)O)=CC1=CC2=CC=CC=C2C=C1